(5s,8s,11s)-1-(9H-fluoren-9-yl)-5,8,11-trimethyl-3,6,9,12-tetraoxo-2,15-dioxa-4,7,10,13-tetraazaheptadecane-17-carboxylate C1=CC=CC=2C3=CC=CC=C3C(C12)COC(N[C@H](C(N[C@H](C(N[C@H](C(NCOCCC(=O)[O-])=O)C)=O)C)=O)C)=O